C(#N)C=1C=C(C=CC1F)NC(=O)C1=C(N(C(=C1C)C(C(N[C@H](C(F)(F)F)C)=O)=O)C([2H])([2H])[2H])C (S)-N-(3-cyano-4-fluorophenyl)-2,4-dimethyl-1-(methyl-d3)-5-(2-oxo-2-((1,1,1-trifluoropropan-2-yl)amino)acetyl)-1H-pyrrole-3-carboxamide